OC(C(=O)N1CC2=C(C=C(C=C2CC1)C=1C=C2C(=NC1)NC=C2C)[C@H]2NCCC2)(C)C (S)-2-hydroxy-2-methyl-1-(6-(3-methyl-1H-pyrrolo[2,3-b]pyridin-5-yl)-8-(pyrrolidin-2-yl)-3,4-dihydroisoquinolin-2(1H)-yl)propan-1-one